2-({[(9H-fluoren-9-yl)methoxy]carbonyl}[(1-methyl-1H-imidazol-5-yl)methyl]amino)acetic acid C1=CC=CC=2C3=CC=CC=C3C(C12)COC(=O)N(CC(=O)O)CC1=CN=CN1C